C1(CC1)[C@H]([C@@H](C(=O)OC)C)C1=CC(=CC=C1)O methyl (2S,3R)-3-cyclopropyl-3-(3-hydroxyphenyl)-2-methylpropanoate